2-(dimethylamino)ethyl (1-hydroxycyclopentyl)(phenyl)acetate OC1(CCCC1)C(C(=O)OCCN(C)C)C1=CC=CC=C1